Kalium tert-Amylat CCC(C)(C)[O-].[K+]